C(C(C)C)N(C(S)=S)CC(C)C N,N-diisobutyl-dithiocarbamic acid